FC1=C(C=CC(=C1)F)C1=CC(=C(C=C1)OC)NC1=NC=NC2=CC(=C(C=C12)OC1CN(C1)C(C=C)=O)OC 1-(3-((4-((2',4'-difluoro-4-methoxy-[1,1'-biphenyl]-3-yl)amino)-7-methoxy-quinazolin-6-yl)oxy)azetidin-1-yl)prop-2-en-1-one